5-hydroxy-5-ethyl-bicyclo[2.2.1]-2-heptene OC1(C2C=CC(C1)C2)CC